Cl.N=1C(NC=CC1)=O Pyrimidin-2(3H)-one hydrochloride